bis-dibenzylideneacetone dipalladium [Pd].[Pd].C(C1=CC=CC=C1)=CC(=O)C=CC1=CC=CC=C1.C(C1=CC=CC=C1)=CC(=O)C=CC1=CC=CC=C1